The molecule is a twelve-membered polypeptide comprising the sequence Tyr-Ile-Ile-Lys-Gly-Val-Phe-Trp-Asp-Pro-Ala-Cys. Corresponds to the P34165[22-33] fragment of mating hormone A-factor 1 from Saccharomyces cerevisiae (strain ATCC 204508/S288c). It has a role as a Saccharomyces cerevisiae metabolite. CC[C@H](C)[C@@H](C(=O)N[C@@H]([C@@H](C)CC)C(=O)N[C@@H](CCCCN)C(=O)NCC(=O)N[C@@H](C(C)C)C(=O)N[C@@H](CC1=CC=CC=C1)C(=O)N[C@@H](CC2=CNC3=CC=CC=C32)C(=O)N[C@@H](CC(=O)O)C(=O)N4CCC[C@H]4C(=O)N[C@@H](C)C(=O)N[C@@H](CS)C(=O)O)NC(=O)[C@H](CC5=CC=C(C=C5)O)N